CN1N=C(N=C1)COCC1=C(C(=O)N)C=CC(=N1)C(F)(F)F 2-(((1-methyl-1H-1,2,4-triazol-3-yl)methoxy)methyl)-6-(trifluoromethyl)nicotinamide